N-((1H-PYRROLO[3,2-C]PYRIDIN-2-YL)METHYL)-2-(2-OXO-6-PHENYL-3-(((3-PHENYLOXETAN-3-YL)METHYL)AMINO)PYRAZIN-1(2H)-YL)ACETAMIDE TRIFLUOROACETATE FC(C(=O)O)(F)F.N1C(=CC=2C=NC=CC21)CNC(CN2C(C(=NC=C2C2=CC=CC=C2)NCC2(COC2)C2=CC=CC=C2)=O)=O